COC([C@@H](N(CC1=CC=CC=C1)CC1=CC=CC=C1)CO)=O N,N-Dibenzyl-L-serine methyl ester